2,9-bis[N-(9-phenyl-9H-carbazol-3-yl)-N-phenylamino]naphtho[2,1-b:6,5-b']bis-benzofuran C1(=CC=CC=C1)N1C2=CC=CC=C2C=2C=C(C=CC12)N(C1=CC=CC=C1)C1=CC2=C(C3=C(O2)C=CC2=C3C=CC=3OC4=C(C32)C=CC(=C4)N(C=4C=CC=3N(C2=CC=CC=C2C3C4)C4=CC=CC=C4)C4=CC=CC=C4)C=C1